1-(Tert-Butoxycarbonyl)-4,4-dimethylpyrrolidine-3-carboxylic acid C(C)(C)(C)OC(=O)N1CC(C(C1)(C)C)C(=O)O